ClC=1C=NN2C1C(=CC(=C2)C=2N=NN(C2C)C2CCN(CC2)C2COC2)OCC(CC)(O)C2=NC=C(C=C2)F 1-[3-Chloro-6-[5-methyl-1-[1-(oxetan-3-yl)-4-piperidyl]triazol-4-yl]pyrazolo[1,5-a]pyridin-4-yl]oxy-2-(5-fluoro-2-pyridyl)butan-2-ol